[Sn].[Se]=O selenium oxide tin